N-(4-(2,5-dimethyloxazol-4-yl)-2-methoxyphenyl)-8-(4-methoxypiperidin-1-yl)-6-methylpyrido[3,4-d]pyrimidin-2-amine CC=1OC(=C(N1)C1=CC(=C(C=C1)NC=1N=CC2=C(N1)C(=NC(=C2)C)N2CCC(CC2)OC)OC)C